C(C1=CC=CC=C1)ONC(CCCCCCNC(OC(C)(C)C)=O)=O tertiary butyl (7-((benzyloxy)amino)-7-oxoheptyl)carbamate